COC(=O)C1=CC=C2C(=CC=NC2=C1)B(O)O (7-(methoxycarbonyl)quinolin-4-yl)boronic acid